O1CCC(=CC1)C=1C=C(C=2N(C1)N=CC2C#N)O[C@@H]2CC[C@@H](CC2)NC2=NC=CC(=N2)C 6-(3,6-Dihydro-2H-pyran-4-yl)-4-{[cis-4-[(4-methylpyrimidin-2-yl)amino]cyclohexyl]oxy}pyrazolo[1,5-a]pyridine-3-carbonitrile